C(C)(=O)N(C=1SC(=C(N1)C(=O)N[C@@H]1CCC12CCCC2)C)C2=CC(=NC(=C2)F)F 2-[acetyl-(2,6-difluoro-4-pyridyl)amino]-5-methyl-N-[(3R)-spiro[3.4]octan-3-yl]-thiazole-4-carboxamide